C(C)OC=COC(C(=C)Cl)=O.C1CCC12CN(CC2)CC2=C(CNC1=CC(=C(C(=C1)F)S(=O)(=O)NC=1N=CSC1)F)C(=CC=C2)F 4-((2-((6-azaspiro[3.4]octan-6-yl)methyl)-6-fluorobenzyl)amino)-2,6-difluoro-N-(thiazol-4-yl)benzenesulfonamide ethoxyvinyl-α-chloroacrylate